COC=1C=C(C=CC1OC)C1=CC(=NC=2C3=C(N(C(CC21)=O)CC)C=CC=C3)C3=CC=CC=C3 4-(3,4-dimethoxyphenyl)-7-ethyl-2-phenyl-5,7-dihydro-6H-benzo[b]pyrido[2,3-d]azepin-6-one